12-(carboxymethoxy)dodecanoic acid C(=O)(O)COCCCCCCCCCCCC(=O)O